O1C(=CC=C1)C=1C=CC(=C(C1)NC1=NC=NC2=CC(=C(C=C12)N1CC2(CCN(C2)C(C=C)=O)CC1)OC)OC 1-(7-(4-((5-(furan-2-yl)-2-methoxyphenyl)amino)-7-methoxyquinazolin-6-yl)-2,7-diazaspiro[4.4]nonan-2-yl)prop-2-en-1-one